BrC1=C(C=CC=2C(N(S(C21)(=O)=O)C)=S)F 7-bromo-6-fluoro-2-methylbenzo[d]isothiazol-3(2H)-thione 1,1-dioxide